(S)-quinuclidin-3-yl (5-(3,5-dimethoxyphenyl)-6-methoxy-2,2-dimethyl-2,3-dihydro-1H-inden-1-yl)carbamat COC=1C=C(C=C(C1)OC)C=1C=C2CC(C(C2=CC1OC)NC(O[C@@H]1CN2CCC1CC2)=O)(C)C